COC1=CC(=NC(=C1)C(C)=O)C(C)=O 4-methoxy-2,6-diacetylpyridine